3-{[(1R)-1-(4-Chlorophenyl)-2-[(5-chloropyridin-2-yl)methyl]-5-(2-hydroxypropan-2-yl)-3-oxo-2,3-dihydro-1H-isoindol-1-yl]oxy}-1λ6-thiolane-1,1-dione ClC1=CC=C(C=C1)[C@@]1(N(C(C2=CC(=CC=C12)C(C)(C)O)=O)CC1=NC=C(C=C1)Cl)OC1CS(CC1)(=O)=O